(S)-N-(1-(6-bromo-1-(3-cyanocyclobutyl)-5-fluoro-1H-indol-3-yl)-2,2-difluoroethyl)formamide BrC1=C(C=C2C(=CN(C2=C1)C1CC(C1)C#N)[C@@H](C(F)F)NC=O)F